carboxybiscarboxyphenoxyphenoxyhexane C(=O)(O)C(C(OC1=CC=CC=C1)(OC1=CC=CC=C1)C(=O)O)(CCCC)C(=O)O